C(CCCCCCC\C=C/C\C=C/CCCCC)(=O)OCC(O)CO Glyceryl mono-linoleate